C1(=CC=CC=C1)[B-](C1=CC=CC=C1)(C1=CC=CC=C1)C1=CC=CC=C1.C1(=CC=CC=C1)SC1=CC=C(C[N+]=2CCCN3CCCC23)C=C1 5-(4-phenylthiobenzyl)-1-aza-5-azoniabicyclo[4.3.0]-5-nonene tetraphenyl-borate